C(C)(=O)C1=CC(=C(COC2=CC=CC(=N2)C=2CCN(CC2)C(=O)OC(C)(C)C)C=C1)F Tert-butyl 6-((4-acetyl-2-fluorobenzyl)oxy)-3',6'-dihydro-[2,4'-bipyridin]-1'(2'H)-carboxylate